C1=C(C=CC2=CC=CC=C12)C1=C2C=CC=CC2=C(C2=CC=CC=C12)C=1C=C(C=CC1)P(CC(C)(C)C)(CC(C)(C)C)=O (3-(10-(Naphthalen-2-yl)anthracen-9-yl)phenyl)dineopentylphosphine oxide